2-(6-((2-((1-(2-(dimethylamino)ethyl)-1H-pyrazol-4-yl)amino)-5-methylthieno[2,3-d]pyrimidine-4-yl)amino)pyridin-2-yl)propan-2-ol CN(CCN1N=CC(=C1)NC=1N=C(C2=C(N1)SC=C2C)NC2=CC=CC(=N2)C(C)(C)O)C